tert-butyl (2S,3R,5S)-3-methyl-2,3-dihydro-2,5-methanobenzo[f][1,4]oxazepine-4(5H)-carboxylate C[C@@H]1[C@H]2OC3=C([C@@H](N1C(=O)OC(C)(C)C)C2)C=CC=C3